5,6,7,8-tetrahydroquinazolin-4-amine N1=CN=C(C=2CCCCC12)N